CC(C(CCCCC)O)O octane-2,3-diol